The molecule is a member of the class of benzamides obtained by formal condensation of the carboxy group of 2-fluorobenzoic acid with the amino group of 2-amino-4,5,6,7-tetrahydro-1-benzothiophene-3-carbonitrile. It has a role as an EC 2.7.11.24 (mitogen-activated protein kinase) inhibitor. It is a member of benzamides, a member of monofluorobenzenes, a nitrile and a member of 1-benzothiophenes. C1CCC2=C(C1)C(=C(S2)NC(=O)C3=CC=CC=C3F)C#N